5-hydroxy-N-(isoxazol-4-yl)-1-methyl-6-oxo-2-(m-tolyl)-1,6-dihydropyrimidine-4-carboxamide OC1=C(N=C(N(C1=O)C)C=1C=C(C=CC1)C)C(=O)NC=1C=NOC1